3,5-dioxepan C1COCOCC1